FC1(CC(C1)C=1C=CC(=NC1)[C@@H](NC(=O)[C@H]1N(C[C@@H](C1)F)C(CC1=CN=NN1)=O)C1=CC=CC=C1)F (2S,4R)-N-[(S)-[5-(3,3-difluorocyclobutyl)pyridin-2-yl](phenyl)methyl]-4-fluoro-1-[2-(1H-1,2,3-triazol-5-yl)acetyl]pyrrolidine-2-carboxamide